N1(N=CC2=C1C=NC2)C(=O)N Pyrrolo[3,4-c]pyrazole-1(4H)-carboxamide